C(C1=CC=CC=C1)OC(=O)C1(CCC1)[C@@H]1OCCC1 benzyl-(R)-1-(tetrahydrofuran-2-yl)cyclobutane-1-carboxylate